Methyl 2-((tert-butoxycarbonyl)amino)-5-(1-isopropyl-1H-pyrazol-3-yl)-4-methylthiophene-3-carboxylate C(C)(C)(C)OC(=O)NC=1SC(=C(C1C(=O)OC)C)C1=NN(C=C1)C(C)C